(2'-amino-[4,4'-bipyridin]-2-yl)(methyl)carbamic acid tert-butyl ester C(C)(C)(C)OC(N(C)C1=NC=CC(=C1)C1=CC(=NC=C1)N)=O